2-[6-amino-1-[(4-amino-2,6-difluoro-phenyl)methyl]pyrazolo[3,4-d]pyrimidine-4-yl]pyridine-4-carbonitrile NC1=NC(=C2C(=N1)N(N=C2)CC2=C(C=C(C=C2F)N)F)C2=NC=CC(=C2)C#N